ClC1=NC(=CC=C1CC(CN)C)Cl 3-(2,6-dichloropyridin-3-yl)-2-methylpropan-1-amine